2-(4-(5-Chloro-2-(4-chloro-1H-1,2,3-triazol-1-yl)phenyl)-5-methoxy-2-oxopyridine-1(2H)-yl)-4-methoxybutyric acid methyl ester COC(C(CCOC)N1C(C=C(C(=C1)OC)C1=C(C=CC(=C1)Cl)N1N=NC(=C1)Cl)=O)=O